3-(4,4-difluoroazepan-1-yl)-5-methyl-6-phenylpyridazine-4-carboxamide FC1(CCN(CCC1)C=1N=NC(=C(C1C(=O)N)C)C1=CC=CC=C1)F